N-ethyltrimethylsilylamine C(C)N[Si](C)(C)C